[O-]S(=O)(=O)C(F)(F)F.[Ga+3].FC(S(=O)(=O)[O-])(F)F.FC(S(=O)(=O)[O-])(F)F.FC(S(=O)(=O)[O-])(F)F.[Al+] aluminium tris(trifluoromethanesulfonate) gallium (III) triflate